4'-chloro-2'-hydroxyacetophenone ClC1=CC(=C(C=C1)C(C)=O)O